(2s,3s)-2,3-bis(4-methylbenzyloxy)succinic acid CC1=CC=C(CO[C@H](C(=O)O)[C@@H](C(=O)O)OCC2=CC=C(C=C2)C)C=C1